methyl 7-((1-(tert-butoxycarbonyl)pyrrolidin-3-yl)methyl)-3-vinyl-5,6,7,8-tetrahydroimidazo[1,2-a]pyridine-7-carboxylate C(C)(C)(C)OC(=O)N1CC(CC1)CC1(CC=2N(CC1)C(=CN2)C=C)C(=O)OC